2-(3,5-difluorophenyl)-3-fluoro-4-phenylbenzofuro[3,2-b]pyridine FC=1C=C(C=C(C1)F)C1=C(C(=C2C(=N1)C1=C(O2)C=CC=C1)C1=CC=CC=C1)F